2-(2'-(Methylamino)-7'-oxo-5'H-spiro[cyclopropane-1,4'-thieno[2,3-c]pyridin]-6'(7'H)-yl)-N-(pyrimidin-2-yl)acetamide CNC1=CC2=C(C(N(CC23CC3)CC(=O)NC3=NC=CC=N3)=O)S1